(1s,20s)-7,19-dioxa-12,25-diazatetracyclo[18.2.2.12,6.012,17]pentacosa-2(25),3,5-triene-11,16-dione C12C=3C=CC=C(OCCCC(N4CCCC(C4COC(CC1)CC2)=O)=O)N3